4-((1R,5S)-3,8-diazabicyclo[3.2.1]octan-3-yl)-2-(((S)-1-methylpyrrolidin-2-yl)methoxy)-7-(1H-pyrrolo[2,3-b]pyridin-3-yl)quinazoline [C@H]12CN(C[C@H](CC1)N2)C2=NC(=NC1=CC(=CC=C21)C2=CNC1=NC=CC=C12)OC[C@H]1N(CCC1)C